tert-Butyl (3S)-3-(3-cyano-5-fluoro-4-methyl-phenyl)isoxazolidine-2-carboxylate C(#N)C=1C=C(C=C(C1C)F)[C@H]1N(OCC1)C(=O)OC(C)(C)C